3-(5-(difluoromethyl)-1,3,4-thiadiazol-2-yl)-8-(4-isobutyrylpiperazin-1-yl)-N-(1-methylcyclopropyl)imidazo[1,2-a]pyridine-6-sulfonamide FC(C1=NN=C(S1)C1=CN=C2N1C=C(C=C2N2CCN(CC2)C(C(C)C)=O)S(=O)(=O)NC2(CC2)C)F